(R)-3-((3-bromo-1-methyl-6-nitro-2-oxo-1,2-dihydroquinolin-4-yl) amino)-3-cyclopropyl-4-methylbenzenesulfonate BrC=1C(N(C2=CC=C(C=C2C1N[C@]1(CC(=CC=C1C)S(=O)(=O)[O-])C1CC1)[N+](=O)[O-])C)=O